C1(CCCC1)N1C(C(=CC2=C1N=C(N=C2)N2CCC(CC2)NCCC2=CC=CC=C2)C2=CC=C(C=C2)OC2=CC=CC=C2)=O 8-cyclopentyl-2-(4-(phenethylamino)piperidin-1-yl)-6-(4-phenoxyphenyl)pyrido[2,3-d]pyrimidin-7-one